C(C)C1N(CCC(C1)C(=O)NC1CCC(CC1)(C(F)(F)F)O)C(=O)C1=NNC(=C1)C1=CC(=NC=C1F)OC 2-ethyl-1-(5-(5-fluoro-2-methoxypyridin-4-yl)-1H-pyrazole-3-carbonyl)-N-((1r,4S)-4-hydroxy-4-(trifluoromethyl)cyclohexyl)piperidine-4-carboxamide